6-(4-Chloro-1-(1-(3'-methoxy-[1,1'-biphenyl]-4-yl)ethyl)-1H-indazol-7-carboxamido)spiro[3.3]heptan ClC1=C2C=NN(C2=C(C=C1)C(=O)NC1CC2(CCC2)C1)C(C)C1=CC=C(C=C1)C1=CC(=CC=C1)OC